1,3-dihydrospiro[indene-2,4'-piperidine]-4-ol N1CCC2(CC1)CC=1C=CC=C(C1C2)O